O1C(CCC1)C=O tetrahydro-2-furancarbaldehyde